BrC1=NC(=CC2=C1OCC(O2)CO)I 5-Bromo-7-iodo-2-(hydroxymethyl)-2,3-dihydro-[1,4]dioxino[2,3-c]pyridine